trimethoxysilapropane-1,1-dithiol COC(C[SiH](S)S)(OC)OC